ClC1=CC=C(C=C1)NS(=O)(=O)C=1C=C(C=NC1OC)NC(=O)C=1OC(=CN1)C1=CC=CC=C1 N-(5-(N-(4-chlorophenyl)sulfamoyl)-6-methoxypyridin-3-yl)-5-phenyloxazole-2-carboxamide